C(C)N1C[C@@H](CCC1)NC1=C2C(=C(N=N1)C1=C(C=C(C=C1)C(F)(F)F)O)OC=C2 2-[4-[[(3R)-1-ethyl-3-piperidyl]amino]furo[2,3-d]pyridazin-7-yl]-5-(trifluoromethyl)phenol